(S,E)-N-[2-(4-Bromobenzo[d]isoxazol-3-yl)benzylidene]-2-methylpropane-2-sulfinamide BrC1=CC=CC2=C1C(=NO2)C2=C(\C=N\[S@@](=O)C(C)(C)C)C=CC=C2